4-{[(3-methoxyphenyl)methyl]Amino}-N-[2-(4-nitrophenyl)ethyl]Pyrrolidine-2-carboxamide COC=1C=C(C=CC1)CNC1CC(NC1)C(=O)NCCC1=CC=C(C=C1)[N+](=O)[O-]